CC=1C=C2C=NN(C2=CC1C(NC1(CC1)C1=CC=CC2=CC=CC=C12)=O)C1CN(C1)C(=O)OC(C)(C)C tert-Butyl 3-(5-methyl-6-((1-(naphthalen-1-yl)cyclopropyl)carbamoyl)-1H-indazol-1-yl)azetidine-1-carboxylate